FC1=C2C=CNC2=CC(=C1OC=1C=CC(=C(C1)C(=N)S)F)F 5-[(4,6-Difluoro-1H-indol-5-yl)oxy]-2-fluoro-benzenecarboximidothioic acid